6-[[2-oxo-4-[1-(trifluoromethyl)cyclopropyl]-1-pyridinyl]methyl]-2-azaspiro[3.3]heptane-2-carboxylic acid tert-butyl ester C(C)(C)(C)OC(=O)N1CC2(C1)CC(C2)CN2C(C=C(C=C2)C2(CC2)C(F)(F)F)=O